dimethyl (4-((tert-butyldimethylsilyl)oxy)butyl)phosphonate [Si](C)(C)(C(C)(C)C)OCCCCP(OC)(OC)=O